9-(2-methylphenyl)-3-methyl-13-(morpholine-4-carbonyl)-16-thia-2,4,5,8-tetraazatetracyclo[8.6.0.02,6.011,15]-hexadeca-1(10),3,5,8,11(15)-pentaene CC1=C(C=CC=C1)C1=NCC2=NN=C(N2C=2SC=3CC(CC3C12)C(=O)N1CCOCC1)C